trans-4-((3-(2-Cyclopropyloxazol-4-yl)phenyl)((trans-4-(5-methoxy-6-methylpyridin-2-yl)cyclohexyl)methyl) carbamoyl)cyclohexyl (3-hydroxypropyl)carbamate OCCCNC(O[C@@H]1CC[C@H](CC1)C(N(C[C@@H]1CC[C@H](CC1)C1=NC(=C(C=C1)OC)C)C1=CC(=CC=C1)C=1N=C(OC1)C1CC1)=O)=O